propyl-butyl-ethoxypropoxysilane C(CC)[SiH](OCCCOCC)CCCC